CC1=C(C=CC(=C1)C)C1=CC2=C(N(C(N2)=O)[C@H](CS(=O)(=O)C)C2=NC(=C(C=C2)OC)OCC)C=C1 (S)-5-(2,4-dimethylphenyl)-1-(1-(6-ethoxy-5-methoxypyridin-2-yl)-2-(methylsulfonyl)ethyl)-1H-benzo[d]imidazol-2(3H)-one